1-(4-(4-((4-([1,2,4]triazolo[1,5-a]pyridin-7-yloxy)-3-methylphenyl)amino)pyrrolo[2,1-f][1,2,4]triazin-5-yl)-1,4-diazepan-1-yl)prop-2-en-1-one N=1C=NN2C1C=C(C=C2)OC2=C(C=C(C=C2)NC2=NC=NN1C2=C(C=C1)N1CCN(CCC1)C(C=C)=O)C